(6aR,8R)-6a-ethyl-2-(3-fluoro-2-methoxyphenyl)-5,6,6a,7,8,9-hexahydropyrrolo[1',2':4,5]pyrazino[2,3-c]pyridazin-8-amine C(C)[C@]12N(C=3C(=NN=C(C3)C3=C(C(=CC=C3)F)OC)NC1)C[C@@H](C2)N